COC1=C(C=C(C(=C1)OC)NC1=NC=CC(=N1)C1=CN(C2=CC=CC=C12)C)NC(C=C)=O N-(2,4-dimethoxy-5-((4-(1-methyl-1H-indol-3-yl)pyrimidin-2-yl)amino)phenyl)acrylamide